CC(CCCCC(CCC)C(=O)O)C(=O)O 2,7-decanedicarboxylic acid